C(C)(CC)C1=CC(=C(C(=C1)C(C)(C)C)O)C(C)(C)C 4-(sec-butyl)-2,6-di-tert-butylphenol